COC(CC(=O)C1CC2C(CN(C2)C(=O)OC(C)(C)C)C1)=O (cis)-tert-Butyl 5-(3-methoxy-3-oxopropanoyl)hexahydro-cyclopenta[c]pyrrole-2(1H)-carboxylate